rac-(1S*,2S*)-2-(3-chlorophenyl)-N-(4-(((6-cyclopropyl-8-(3-fluorooxetan-3-yl)imidazo[1,2-a]pyridin-2-yl)methyl)amino)pyridin-2-yl)cyclopropane-1-carboxamide ClC=1C=C(C=CC1)[C@@H]1[C@H](C1)C(=O)NC1=NC=CC(=C1)NCC=1N=C2N(C=C(C=C2C2(COC2)F)C2CC2)C1 |r|